Methyl 2-(3-pyridyl)acetate N1=CC(=CC=C1)CC(=O)OC